1-(6-cyclopentylpyridin-3-yl)-3-(5-fluoro-1H-pyrrolo[2,3-b]pyridin-3-yl)urea C1(CCCC1)C1=CC=C(C=N1)NC(=O)NC1=CNC2=NC=C(C=C21)F